COC(C=C)=O.CC1=NC=C(C=C1)C=C 2-methyl-5-vinyl-pyridine methyl-acrylate